O1BOC(C1)(CC(=O)O)CC(=O)O 1,3,2-dioxaborolane-4,4-diacetic acid